ClC1=CC=C(C=C1)C1=CN=C(O1)C=1C(=NC=C(C1)C=1C=NN(C1)C1CCNCC1)N 3-(5-(4-chlorophenyl)oxazol-2-yl)-5-(1-(piperidin-4-yl)-1H-pyrazol-4-yl)pyridin-2-amine